2-(4-carboxy-2,5-dihydroxybenzamido)pyridine-3,5-dicarboxylic acid C(=O)(O)C1=CC(=C(C(=O)NC2=NC=C(C=C2C(=O)O)C(=O)O)C=C1O)O